2-methoxy-4-chlorobenzaldehyde COC1=C(C=O)C=CC(=C1)Cl